(3R,7S)-19-(2,6-dimethylphenyl)-8,15,15-trioxo-2-oxa-15λ6-thia-5,9,16,18,21-pentaazatetracyclo[15.3.1.13,7.110,14]tricosa-1(20),10,12,14(22),17(21),18-hexaene CC1=C(C(=CC=C1)C)C1=NC=2NS(C=3C=CC=C(NC([C@@H]4CNC[C@H](OC(=C1)N2)C4)=O)C3)(=O)=O